2-(4-(Dimethylamino)styryl)-3-hydroxy-4H-benzo[g]chromen-4-one CN(C1=CC=C(C=CC=2OC3=CC4=C(C=C3C(C2O)=O)C=CC=C4)C=C1)C